racemic-1-(6-methylimidazo[1,5-a]pyridin-5-yl)prop-2-yn-1-ol CC=1C=CC=2N(C1[C@@H](C#C)O)C=NC2 |r|